3-[(2,3-dihydrothieno[3,4-b]-[1,4]dioxin-2-yl) methoxy]-1-isobutyl-1-propanesulfonate O1C=2C(OCC1COCCC(S(=O)(=O)[O-])CC(C)C)=CSC2